(Z)-4-((benzyloxy)imino)-1-methyl-1,4,5,7-tetrahydro-6H-pyrazolo[3,4-c]pyridine-6,7-dicarboxylic acid 6-(tert-butyl) 7-methyl ester COC(=O)C1N(C\C(\C2=C1N(N=C2)C)=N/OCC2=CC=CC=C2)C(=O)OC(C)(C)C